2-fluoro-1-butene-1,4-sultone FC1=CS(=O)(=O)OCC1